B1C=CC=CC=CC=C1 boronine